9-(2-methyl-2,3-dihydro-1H-cyclopenta(a)naphthalen-1-ylidene)-9H-fluorene CC1CC=2C(=C3C=CC=CC3=CC2)C1=C1C2=CC=CC=C2C=2C=CC=CC12